2-[[2-(aminomethyl)pyridin-3-yl]amino]ethan-1-ol NCC1=NC=CC=C1NCCO